NC1=C(C=2C(=NC(=C(C2)C)N(C)C)N1C1=C(C(=CC=C1C)OCC1=CC=C(C=C1)OC)C)C#N 2-Amino-6-(dimethylamino)-1-(3-((4-methoxybenzyl)oxy)-2,6-dimethylphenyl)-5-methyl-1H-pyrrolo[2,3-b]pyridine-3-carbonitrile